BrC=1C=C(C(=NC1)N1CCC(CC1)CN(C)C)[N+](=O)[O-] 1-(1-(5-Bromo-3-nitropyridin-2-yl)piperidin-4-yl)-N,N-dimethylmethanamine